ClC1=C(C=C(C=C1)C1(C(NC=2N=C(N=C(C21)NCCCC(F)(F)F)C=2N=C(C=1N(C2)N=CN1)CCC(C(F)(F)F)(F)F)=O)C)O 5-(4-Chloro-3-hydroxyphenyl)-5-methyl-2-(8-(3,3,4,4,4-pentafluorobutyl)-[1,2,4]triazolo[1,5-a]pyrazin-6-yl)-4-((4,4,4-trifluorobutyl)amino)-5,7-dihydro-6H-pyrrolo[2,3-d]pyrimidin-6-one